pyrene-methanol C1(=CC=C2C=CC3=CC=CC4=CC=C1C2=C34)CO